(1-oxoisoindolin-4-yl)-5-(trifluoromethyl)-1H-pyrazole-4-carboxylic acid O=C1NCC2=C(C=CC=C12)N1N=CC(=C1C(F)(F)F)C(=O)O